FC=1C=C(C=C(C1)F)CC(=O)N 2-(3,5-difluorophenyl)acetamide